CN1C2=C(OC[C@@H](C1=O)NC(=O)C1=NN=C3N1N=C(C=C3)C(F)(F)F)C=CC=C2 (S)-N-(5-methyl-4-oxo-2,3,4,5-tetrahydrobenzo[b][1,4]oxazepin-3-yl)-6-(trifluoromethyl)-[1,2,4]triazolo[4,3-b]pyridazine-3-carboxamide